tert-Butyl 3-hydroxy-3,6-dihydropyridine-1(2H)-carboxylate OC1CN(CC=C1)C(=O)OC(C)(C)C